C(C)(C)(C)OC(=O)C1=C(N(C2=NC=C(C=C21)OC)C)NC2=C(C=C(C=C2)I)F 2-((2-Fluoro-4-iodophenyl)amino)-5-methoxy-1-methyl-1H-pyrrolo[2,3-b]pyridine-3-carboxylic acid tert-butyl ester